[O-2].[O-2].[O-2].[Ti+4].[Ca+2] calcium titanium trioxide